FC(C1=NN=C(O1)C=1C=CC(=NC1)CN1C(OC2=C1C=C(C(=C2)C=2C=NC(=NC2)N2CCNCC2)F)=O)F 3-((5-(5-(difluoromethyl)-1,3,4-oxadiazole-2-yl)pyridine-2-yl)methyl)-5-fluoro-6-(2-(piperazine-1-yl)pyrimidine-5-yl)benzo[d]oxazole-2(3H)-one